N(N)C1=CC=C2C=NC=NC2=C1 7-hydrazinylquinazoline